(R)-1-(3-(3-chloro-5-(4-methylpyridin-2-yl)phenyl)morpholino)prop-2-en-1-one ClC=1C=C(C=C(C1)C1=NC=CC(=C1)C)[C@@H]1COCCN1C(C=C)=O